ClC=1C(=C(C=CC1)NS(=O)(=O)C1=CC=C(S1)S(=O)(=O)N(C)C)N1CCN(CC1)C(C)C N5-[3-chloro-2-(4-isopropylpiperazin-1-yl)phenyl]-N2,N2-dimethyl-thiophene-2,5-disulfonamide